C(CCCCCC(C)O)O 1,7-Octanediol